ClC1=CC=C(C=C1)C1=NN(CC1C1=CC=CC=C1)C=1N(C(N(N1)CCC1=CC=C(C=C1)Cl)=O)C 5-[3-(4-chlorophenyl)-4-phenyl-4,5-dihydropyrazol-1-yl]-2-[2-(4-chlorophenyl)ethyl]-4-methyl-1,2,4-triazol-3-one